C12C(C3CC(CC(C1)C3)C2)NCCNC(=O)C2=NN(C(=C2C)C2=CC=C(C=C2)Cl)C2=C(C=C(C=C2)Cl)C N-(2-((1r,3r,5r,7r)-adamantan-2-ylamino)ethyl)-1-(4-chloro-2-methylphenyl)-5-(4-chlorophenyl)-4-methyl-1H-pyrazole-3-carboxamide